3-{2-[4-{[(6-methanesulfonylpyridin-3-yl)oxy]methyl}-2-methylpyrrolidin-1-yl]ethyl}benzonitrile CS(=O)(=O)C1=CC=C(C=N1)OCC1CC(N(C1)CCC=1C=C(C#N)C=CC1)C